rac-6-(1-Isopropyl-1H-pyrazol-3-yl)-4-(3-methoxypiperidin-1-yl)-2-(1-methyl-1H-imidazol-2-yl)-5-phenylpyrrolo[2,1-f][1,2,4]triazine C(C)(C)N1N=C(C=C1)C=1C(=C2C(=NC(=NN2C1)C=1N(C=CN1)C)N1C[C@@H](CCC1)OC)C1=CC=CC=C1 |r|